C(=CC1=CC=CC=C1)S(=O)(=O)O.C(C=C)(=O)NC(C(C)C)S(=O)(=O)O acrylamido-2-methylpropanesulfonic acid, styrenesulfonic acid salt